BrC1=C(C=CC=C1Cl)N=NC1(C(CCC1)=O)C(=O)OC methyl 1-((2-bromo-3-chlorophenyl) diazenyl)-2-oxocyclopentane-1-carboxylate